2-(methylamino)-4-nitrobenzoic acid CNC1=C(C(=O)O)C=CC(=C1)[N+](=O)[O-]